O=C1C(=CC(=NN1)N1C[C@@H](CC1)CC(=O)O)C(F)(F)F 2-[(3S)-1-[6-oxo-5-(trifluoromethyl)-1H-pyridazin-3-yl]pyrrolidin-3-yl]acetic acid